chloroisobutyl ketone ClC(C(C)C)C(=O)C(C(C)C)Cl